3-(7-(4-Methoxybenzyl)-4-oxo-4,7-dihydro-3H-pyrrolo[2,3-d]pyrimidin-2-yl)pyrrolidin COC1=CC=C(CN2C=CC3=C2N=C(NC3=O)C3CNCC3)C=C1